5-chloro-1-(5-(difluoromethyl)-1,3,4-thiadiazol-2-yl)-N-(1-methylcyclopropyl)imidazo[1,5-a]pyridine-7-sulfonamide ClC1=CC(=CC=2N1C=NC2C=2SC(=NN2)C(F)F)S(=O)(=O)NC2(CC2)C